CC1=CC=C(C=C1)S(=O)(=O)OCCOCCOCCOCCOCCOCCOCCO 2-[2-[2-[2-[2-[2-(2-hydroxyethoxy)ethoxy]ethoxy]ethoxy]ethoxy] ethoxy]ethyl 4-methylbenzenesulfonate